(2S,3R,4S)-3-[(ethanesulfonyl)amino]-fluoro-N,N-dimethyl-2-[(2,3',5'-trifluoro[1,1'-biphenyl]-3-yl)methyl]-pyrrolidine-1-carboxamide C(C)S(=O)(=O)N[C@H]1[C@](N(CC1)C(=O)N(C)C)(CC=1C(=C(C=CC1)C1=CC(=CC(=C1)F)F)F)F